1-allyl-3-methylimidazolium ammonium salt [NH4+].C(C=C)N1C=[N+](C=C1)C